C(CCCCCCCCCCCCCCCCC)C(C(=O)O)CCCCC stearyl-heptanoic acid